N-(2,3-dihydro-1H-inden-2-yl)-5,6,7,8-tetrahydropyrido[4,3-d]pyrimidin-2-amine trifluoroacetate FC(C(=O)O)(F)F.C1C(CC2=CC=CC=C12)NC=1N=CC2=C(N1)CCNC2